CC(C(C)=O)=CC1C(=CCCC1(C)C)C 3-Methyl-4-(2,6,6-trimethylcyclohex-2-enyl)-but-3-en-2-one